N-(tert-butyl)-2-oxo-2-(4-(trifluoromethyl)phenyl)acetamide C(C)(C)(C)NC(C(C1=CC=C(C=C1)C(F)(F)F)=O)=O